Triphenylsulfonium acetate salt C(C)(=O)[O-].C1(=CC=CC=C1)[S+](C1=CC=CC=C1)C1=CC=CC=C1